Chloro-N-(2-(2,2-difluorocyclopentyl)ethyl)-2-methoxy-1H-imidazole-1-carboxamide ClC=1N=C(N(C1)C(=O)NCCC1C(CCC1)(F)F)OC